[6-bromo-3-(2-chloro-5-fluorophenyl)-2-[(4-methoxyphenyl)methyl]-1-oxo-2,3-dihydro-1H-isoindol-4-yl]-3-fluoro-5-(trifluoromethyl)benzamide BrC1=CC(=C2C(N(C(C2=C1)=O)CC1=CC=C(C=C1)OC)C1=C(C=CC(=C1)F)Cl)C1=C(C(=O)N)C=C(C=C1F)C(F)(F)F